3-(((7-(2-Aminopyridin-4-yl)-2,3-dihydrofuro[3,2-c]pyridin-4-yl)amino)methyl)-N-(5-methyl-4,5,6,7-tetrahydrothiazolo[5,4-c]pyridin-2-yl)benzamid NC1=NC=CC(=C1)C=1C2=C(C(=NC1)NCC=1C=C(C(=O)NC=3SC=4CN(CCC4N3)C)C=CC1)CCO2